2-(2,4-difluorobenzyl)-6-(2-(2-(trifluoromethyl)pyrrolidin-1-yl)pyrimidin-5-yl)pyridazin-3(2H)-one FC1=C(CN2N=C(C=CC2=O)C=2C=NC(=NC2)N2C(CCC2)C(F)(F)F)C=CC(=C1)F